ClC=1C=C(C(=O)C2=NOC(=C2S(=O)(=O)C(F)(F)F)C2=CC(=CC=C2)Cl)C=CC1 3-(3-chlorobenzoyl)-4-trifluoromethanesulfonyl-5-(3-chlorophenyl)isoxazole